tert-Butyl N-[(1R,2S)-2-cyclopropyl-4-hydroxy-1-(hydroxymethyl)butyl]carbamate C1(CC1)[C@@H]([C@H](CO)NC(OC(C)(C)C)=O)CCO